NC1=C(SC2=NC=C(N=C21)CC)C(=O)N[C@@H]2COC1=CC(=CC=C1C2)N2CCNCC2 (S)-7-amino-2-ethyl-N-(7-(piperazin-1-yl)chroman-3-yl)thieno[2,3-b]pyrazine-6-carboxamide